5-ethyl-amino-2-[3-(triethoxysilyl)propyl]-2H-tetrazole C(C)C1=NNN(N1N)CCC[Si](OCC)(OCC)OCC